N-isopropyl-N-(2,2,2-trifluoroethyl)cyanamide C(C)(C)N(C#N)CC(F)(F)F